C(#N)C=1C=C(C=CC1)C1=CC(=NC(=N1)NCC(=O)OC(C)(C)C)C=1N=NN(C1)CC1=NC(=CC=C1)COC tert-Butyl [6-(m-cyanophenyl)-4-(1-{[6-(methoxymethyl)-2-pyridyl]methyl}-1H-1,2,3-triazol-4-yl)-2-pyrimidinylamino]acetate